ethyl-3-(1,3-benzodioxol-5-ylamino)-2-cyanoacrylate C(C)OC(C(=CNC1=CC2=C(OCO2)C=C1)C#N)=O